N[C@@H](C(=O)N1CC2=CC=C(C=C2C1)C1=CN=NC=C1)CC1=C(C=C(C=C1)Cl)Cl (R)-2-amino-3-(2,4-dichlorophenyl)-1-(5-(pyridazin-4-yl)isoindolin-2-yl)propan-1-one